C(C)(C)(C)C=1NCCC1 2-(tert-butyl)-4,5-dihydroAzole